3-((6-(1-(1-(1-(3-amino-6-(2-hydroxyphenyl)pyridazin-4-yl)-4-phenylpiperidine-4-carbonyl)piperidine-4-carbonyl)piperidin-4-yl)pyridin-3-yl)amino)piperidine-2,6-dione NC=1N=NC(=CC1N1CCC(CC1)(C(=O)N1CCC(CC1)C(=O)N1CCC(CC1)C1=CC=C(C=N1)NC1C(NC(CC1)=O)=O)C1=CC=CC=C1)C1=C(C=CC=C1)O